COC(=O)C=1N(C(C(=CC1)CN=[N+]=[N-])=O)C 5-(azidomethyl)-1-methyl-6-oxo-1,6-dihydropyridine-2-carboxylic acid methyl ester